FC1=C(C=CC(=C1)F)C1N=CC(=N1)C(CC)N1C=C(C2=C1N=CN=C2N)C=2C=NC(=NC2)C(F)(F)F 7-{1-[2-(2,4-Difluorophenyl)-2H-imidazol-4-yl]propyl}-5-[2-(trifluoromethyl)pyrimidin-5-yl]-7H-pyrrolo[2,3-d]pyrimidin-4-amine